N-((3S,4R)-3-fluoropiperidin-4-yl)-2-(3-((2-methoxy-4-(methylsulfonyl)phenyl)amino)prop-1-yn-1-yl)-3-vinylpyrazolo[1,5-a]pyridin-7-amine F[C@H]1CNCC[C@H]1NC1=CC=CC=2N1N=C(C2C=C)C#CCNC2=C(C=C(C=C2)S(=O)(=O)C)OC